C(C)(C)(C)OC(=O)N1CCC(CC1)C1=C(C=C(C(=C1)OC(C)C)N)C 4-(4-amino-5-isopropoxy-2-methylphenyl)-1-piperidinecarboxylic acid tert-butyl ester